9-phenyl-10-{4-(9-phenyl-9H-fluoren-9-yl)biphenyl-4'-yl}anthracene Methyl-9-(4-((1-(3,3-difluoropropyl)pyrrolidin-3-yl)methyl)phenyl)-6,7-dihydro-5H-benzo[7]annulene-3-carboxylate COC(=O)C1=CC2=C(C(=CCCC2)C2=CC=C(C=C2)CC2CN(CC2)CCC(F)F)C=C1.C1(=CC=CC=C1)C=1C2=CC=CC=C2C(=C2C=CC=CC12)C1=CC=C(C=C1)C1=CC=C(C=C1)C1(C2=CC=CC=C2C=2C=CC=CC12)C1=CC=CC=C1